F[C@H]1CNCC[C@@H]1NC(=O)C1=CC(=CC=2N(C=NC21)CC(F)(F)F)C#CCNC2=C(C=C(C=C2)C(NC)=O)OC N-[(3S,4S)-3-fluoro-4-piperidyl]-6-[3-[2-methoxy-4-(methylcarbamoyl)anilino]prop-1-ynyl]-1-(2,2,2-trifluoroethyl)benzimidazole-4-carboxamide